(s)-3-(6-amino-5-fluoropyridin-3-yl)-9-(1-((6-chloro-2-(2-methyl-2H-tetrazol-5-yl)pyridin-3-yl)amino)ethyl)-4,7-dimethylimidazo[1,5-a]quinazolin-5(4H)-one NC1=C(C=C(C=N1)C=1N=CN2C1N(C(C1=CC(=CC(=C21)[C@H](C)NC=2C(=NC(=CC2)Cl)C=2N=NN(N2)C)C)=O)C)F